CC1([C@@H](N2C([C@H]([C@H]2S1)NC(CC1=CC=CC=C1)=O)=O)C(=O)OCC1=C(C=CC=C1)F)C 2-fluorobenzyl (2S,5R,6R)-3,3-dimethyl-7-oxo-6-(2-phenylacetamido)-4-thia-1-azabicyclo[3.2.0]heptane-2-carboxylate